3-chloro-2,4-difluoro-6-nitroaniline ClC=1C(=C(N)C(=CC1F)[N+](=O)[O-])F